tert-butyl 6-(1-((tert-butoxycarbonyl)amino)propan-2-yl)-1-oxo-1,3-dihydro-2H-pyrrolo[3,4-c]quinoline-2-carboxylate C(C)(C)(C)OC(=O)NCC(C)C1=CC=CC=2C3=C(C=NC12)CN(C3=O)C(=O)OC(C)(C)C